[I-].C(=O)(O)C1CCN(CC1)C 4-(carboxy)-1-methylpiperidine iodide